CC(CC(=O)N1CC=2NN=C(C2C1)C(=O)N1CCC(CC1)C1=C(C=CC=C1)C(F)(F)F)C 3-methyl-1-(3-(4-(2-(trifluoromethyl)phenyl)piperidine-1-carbonyl)-4,6-dihydropyrrolo[3,4-c]pyrazol-5(1H)-yl)butan-1-one